N-[(2,6-Difluorophenyl)methyl]-4-[[4-oxo-6-(1H-pyrazol-4-yl)quinazolin-3-yl]methyl]benzamide FC1=C(C(=CC=C1)F)CNC(C1=CC=C(C=C1)CN1C=NC2=CC=C(C=C2C1=O)C=1C=NNC1)=O